3-((5-(1-benzyl-1H-indazol-6-yl)-1-methyl-2-oxo-1,2-dihydropyridin-4-yl) oxy)-8-azabicyclo[3.2.1]octane-8-carboxylate C(C1=CC=CC=C1)N1N=CC2=CC=C(C=C12)C=1C(=CC(N(C1)C)=O)OC1CC2CCC(C1)N2C(=O)[O-]